(S)-N-((1H-pyrrolo[3,2-c]pyridine-2-yl)methyl)-2-(5-((1-(dibenzo[b,d]furan-2-yl)ethyl)amino)-6-oxo-2-phenylpyrimidin-1(6H)-yl)acetamide N1C(=CC=2C=NC=CC21)CNC(CN2C(=NC=C(C2=O)N[C@@H](C)C2=CC1=C(OC3=C1C=CC=C3)C=C2)C2=CC=CC=C2)=O